C(#N)C=1C=CC(=C(C1)NS(=O)(=O)C=1C=C(C(=O)OC)C=CC1C1CC1)N1C[C@@H](CCC1)F (R)-methyl 3-(N-(5-cyano-2-(3-fluoropiperidin-1-yl) phenyl) sulfamoyl)-4-cyclopropylbenzoate